C(C1CO1)OCCC[Si](OC)(OC)OC glycidoxypropyl-(trimethoxy)silane